2-methyl[1,2,4]triazolo[1,5-a]pyridin CC1=NN2C(C=CC=C2)=N1